7,7-dimethyl-7,8-dihydroquinoline-2,5(1H,6H)-dione CC1(CC(C=2C=CC(NC2C1)=O)=O)C